Tert-butyl 4-(4,4,5,5-tetramethyl-1,3,2-dioxaborolan-2-yl)-3,6-dihydro-2H-pyridine-1-carboxylate CC1(OB(OC1(C)C)C=1CCN(CC1)C(=O)OC(C)(C)C)C